C=1(C(=CC=C2C=CC=CC12)C=O)C1=CC=CC2=CC=CC=C12 1,1'-binaphthal